(2S)-2-amino-N-[(1R)-4-phenyl-1-(tetramethyl-1,3,2-dioxaborolan-2-yl)butyl]-3-(phenylsulfanyl)propanamide hydrochloride Cl.N[C@@H](C(=O)N[C@@H](CCCC1=CC=CC=C1)B1OC(C(O1)(C)C)(C)C)CSC1=CC=CC=C1